N-(4-methoxy-2-(4-((R)-2-methyl-morpholino)piperidin-1-yl)-5-((6-((R)-3-(3-phenoxy-phenyl)isoxazolidin-2-yl)pyrimidin-4-yl)amino)-phenyl)acrylamide COC1=CC(=C(C=C1NC1=NC=NC(=C1)N1OCC[C@@H]1C1=CC(=CC=C1)OC1=CC=CC=C1)NC(C=C)=O)N1CCC(CC1)N1C[C@H](OCC1)C